9-(3,5-bis(trifluoromethyl)phenyl)-2-(3-hydroxypropyl)-1H-xantheno[2,1,9-def]Isoquinoline-1,3(2H)-dione FC(C=1C=C(C=C(C1)C(F)(F)F)C1=CC=C2OC=3C=CC=4C(N(C(C5=CC=C(C3C45)C2=C1)=O)CCCO)=O)(F)F